FC1=CC=C(C=C1)C1=CN=C2C(N(C=NN21)CC2(CCNCC2)O)=O 7-(4-fluorophenyl)-3-((4-hydroxypiperidin-4-yl)methyl)imidazo[2,1-f][1,2,4]triazin-4(3H)-one